lithium(I) 6-bromo-8-morpholinoimidazo[1,2-a]pyrazine-2-carboxylate BrC=1N=C(C=2N(C1)C=C(N2)C(=O)[O-])N2CCOCC2.[Li+]